C(#N)C1=CC(=C(C=C1C=1C=NN(C1)CC(F)F)NC(=O)C=1C=NN2C1C=CC=C2)C N-[4-Cyano-5-[1-(2,2-difluoroethyl)pyrazol-4-yl]-2-methylphenyl]pyrazolo[1,5-a]pyridine-3-carboxamide